N-((4,6-dimethyl-2-oxo-1,2-dihydropyridin-3-yl)methyl)-6-methyl-5-(1-morpholinoethyl)-1-(3-methoxyphenyl)indolizine-7-carboxamide CC1=C(C(NC(=C1)C)=O)CNC(=O)C=1C(=C(N2C=CC(=C2C1)C1=CC(=CC=C1)OC)C(C)N1CCOCC1)C